11-phenyl-1,2,3,4,6,7,8,9,10-nonahydro-cyclohepta[b]quinoline C1(=CC=CC=C1)C1=C2C(=NC=3CCCCC13)CCCCC2